ClC=1C2=C(N=CN1)N(C=C2)S(=O)(=O)C2=CC=CC=C2 4-chloro-7-(benzenesulfonyl)-7H-pyrrolo[2,3-d]pyrimidine